ClC1=C(C=C(CC(C(=O)N)C)C=C1)C=1NC(C=C(N1)C=1C=NC(=CC1)OCCOCCC)=O (4-chloro-3-{6-oxo-4-[6-(2-propoxyethoxy)pyridin-3-yl]-1,6-dihydropyrimidin-2-yl}benzyl)propionamide